C(C)(=O)OC(C=1C=C(C=CC1)C[C@H](C(=O)OC)C)C1=NN(C(=N1)C1=C(C=CC(=C1)OC=1C(=C2C=CNC2=C(C1F)F)Br)F)C Methyl (2R)-3-(3-(acetoxy(5-(5-((4-bromo-6,7-difluoro-1H-indol-5-yl)oxy)-2-fluorophenyl)-1-methyl-1H-1,2,4-triazol-3-yl)methyl)phenyl)-2-methylpropanoate